N1=CC(=CC=C1)C1=NC=CC(=N1)N1CCC(CC1)CCNC(OCC1=CC=CC=C1)=O benzyl (2-(1-(2-(pyridin-3-yl)pyrimidin-4-yl)piperidin-4-yl)ethyl)carbamate